O=C1C2=C(N=NN1C1C(NC(CC1)=O)=O)C=CC(=C2)OC(F)(F)F 3-(4-oxo-6-(trifluoromethoxy)benzo[d][1,2,3]triazin-3(4H)-yl)piperidine-2,6-dione